(diphenylpyridyl)(biphenyl) C1(=CC=CC=C1)C1=C(C(=NC=C1)C1=C(C=CC=C1)C1=CC=CC=C1)C1=CC=CC=C1